(R)-N-(7-(1-(1-propenylpiperidin-3-yl)-4-amino-1H-pyrazolo[3,4-d]pyrimidin-3-yl)benzo[d][1,3]dioxolan-4-yl)-4-fluoro-2-(trifluoromethyl)benzamide C(=CC)N1C[C@@H](CCC1)N1N=C(C=2C1=NC=NC2N)C2=CC=C(C1=C2OCO1)NC(C1=C(C=C(C=C1)F)C(F)(F)F)=O